7-(8-ethyl-7-fluoro-3-hydroxynaphthalen-1-yl)-6-(trifluoromethyl)pyrido[3,4-d]pyrimidin-8(7H)-one C(C)C=1C(=CC=C2C=C(C=C(C12)N1C(C=2N=CN=CC2C=C1C(F)(F)F)=O)O)F